BrC=1C=2C3C=CC(C2C=C(C1)F)N3C 3-bromo-5-fluoro-11-methyl-11-azatricyclo[6.2.1.02,7]undec-2(7),3,5,9-tetraene